4-(6-Chloro-pyridazin-3-yl)-[1,4]oxazepane ClC1=CC=C(N=N1)N1CCOCCC1